O=C1NC(CC[C@@H]1N1CC2=CC=C(C(=C2C1=O)F)CNC(OC1CC(C1)C1=C(C=CC=2N1N=CC2)C)=O)=O (1s,3s)-3-(6-methylpyrazolo[1,5-a]pyridin-7-yl)cyclobutyl ((2-(2,6-dioxopiperidin-3-yl)-4-fluoro-3-oxoisoindolin-5-yl)methyl)carbamate